COC(C1=C(C=C(C(=C1)C1=NN=C(N1)CCOC)C(C)C)C)=O 4-isopropyl-5-(5-(2-methoxyethyl)-4H-1,2,4-triazol-3-yl)-2-methylbenzoic acid methyl ester